NC(C(=O)O)CCCCN=C(C=O)CC(C)O 2-amino-6-[(4-hydroxy-1-oxopentylidene)amino]hexanoic acid